N[C@@H]1[C@@H](CCCC1)NC1=NC=C(C(=N1)NC1=CC(=CC=C1)C)C(=O)N 2-(Cis-2-aminocyclohexylamino)-4-(3-methylanilino)pyrimidine-5-carboxamide